methyl (5-((4-(4-ethylpiperazin-1-yl)phenyl)thio)-1H-benzo[d]imidazol-2-yl)carbamate C(C)N1CCN(CC1)C1=CC=C(C=C1)SC1=CC2=C(NC(=N2)NC(OC)=O)C=C1